5-(10-chloroanthracene-9-yl)-2-phenylpyridine ClC1=C2C=CC=CC2=C(C2=CC=CC=C12)C=1C=CC(=NC1)C1=CC=CC=C1